OC1=C(C(=CC(=C1)C(F)(F)F)C)C=1C=NC=2C(N1)=NN(C2C)[C@@H]2CCC(N(C2)CC2=CC=C(C=C2)OC)=O (R)-5-(6-(2-hydroxy-6-methyl-4-(trifluoromethyl)phenyl)-3-methyl-2H-pyrazolo[3,4-b]pyrazin-2-yl)-1-(4-methoxybenzyl)piperidin-2-one